The molecule is the stable isotope of thallium with relative atomic mass 202.9723. The least abundant (29.524 atom percent) isotope of naturally occurring thallium. [203Tl]